2-(3-(4-(difluoromethoxy)phenyl)-5-methyl-6-oxopyridazin-1(6H)-yl)-N-ethylacetamide FC(OC1=CC=C(C=C1)C1=NN(C(C(=C1)C)=O)CC(=O)NCC)F